5-cyano-N-(3-(2-((3R,5S)-3,5-dimethylpiperidin-1-yl)pyridin-4-yl)-1H-indazol-5-yl)-3-methylpicolinamide C(#N)C=1C=C(C(=NC1)C(=O)NC=1C=C2C(=NNC2=CC1)C1=CC(=NC=C1)N1C[C@@H](C[C@@H](C1)C)C)C